C(C1=CC=CC=C1)O[C@@H]1[C@H](N(C[C@@H]([C@H]1OCC1=CC=CC=C1)OCC1=CC=CC=C1)CCC1=CC2=C(OCO2)C=C1F)CF (2s,3r,4r,5s)-3,4,5-tris(benzyloxy)-1-(2-(6-fluorobenzo[d][1,3]dioxol-5-yl)ethyl)-2-(fluoromethyl)piperidine